O=C1N(C(CC1)=O)CCC(=O)O 3-(2,5-Dioxopyrrolidin-1-yl)propionic acid